ClC=1C(=C(C(=O)[O-])C=C(C1I)Cl)CO.[Na+] Sodium 3,5-dichloro-2-(hydroxymethyl)-4-iodo-benzoate